(Z)-1-(3-(5-(dimethylamino)-2-propylphenyl)-4-oxothiazolidin-2-ylidene)-3-(2-fluoro-4-(1-(4-((trifluoromethyl)sulfonyl)phenyl)-1H-1,2,4-triazol-3-yl)phenyl)urea CN(C=1C=CC(=C(C1)N1/C(/SCC1=O)=N/C(=O)NC1=C(C=C(C=C1)C1=NN(C=N1)C1=CC=C(C=C1)S(=O)(=O)C(F)(F)F)F)CCC)C